N2-isobutyryldeoxyguanosine CC(C)CN=C1NC(=O)C2C(=N1)N(C=N2)[C@H]3C[C@@H]([C@H](O3)CO)O